(S)-1-(4-chlorophenyl)-3-(isoquinolin-4-yl)-2-oxoimidazoline-4-carbonitrile ClC1=CC=C(C=C1)N1C(N([C@@H](C1)C#N)C1=CN=CC2=CC=CC=C12)=O